m-{6-[1-({6-[(S)-1-methoxyethyl]-2-pyridinyl}methyl)-1H-1,2,3-triazol-4-yl]-2-amino-4-pyrimidinyl}benzonitrile CO[C@@H](C)C1=CC=CC(=N1)CN1N=NC(=C1)C1=CC(=NC(=N1)N)C=1C=C(C#N)C=CC1